C(C)(C)OP(=O)(OC(C)C)C1(CCC=[N+]1[O-])C 5-(Diisopropoxyphosphoryl)-5-methyl-1-pyrroline-N-oxide